[Zr].[Y] yttrium-zirconium salt